tert-Butyl (2R,4S)-2-(cyanomethyl)-4-({6-[(1S)-1-[(2S)-4,4-difluoro-1-methylpyrrolidin-2-yl]ethoxy]-2-[N'-hydroxycarbamimidoyl]pyrimidin-4-yl}oxy)piperidine-1-carboxylate C(#N)C[C@H]1N(CC[C@@H](C1)OC1=NC(=NC(=C1)O[C@@H](C)[C@H]1N(CC(C1)(F)F)C)C(N)=NO)C(=O)OC(C)(C)C